C(C)(C)(C)N(C(=O)OC[C@@H]1[C@H]([C@H]([C@@H](O1)N1C(=O)N=C(NC)C=C1)OC)O)S(=O)(=O)N1CCC(CC1)C1=CC=C(C=C1)NC(=O)N1CC2=CC=C(C=C2C1)F N4,2'-O-dimethyl-Cytidine TERT-BUTYL-((4-(4-(5-FLUOROISOINDOLINE-2-CARBOXAMIDO)PHENYL)PIPERIDIN-1-YL)SULFONYL)CARBAMATE